ClC1=CC(=C(C=C1Cl)C(C1CCN(CC1)CC(=O)OC)NS(=O)C(C)(C)C)O methyl 2-(4-((4,5-dichloro-2-hydroxyphenyl)(1,1-dimethylethylsulfinamido)methyl)piperidin-1-yl)acetate